(1S,3R)-1-(4-bromo-2,6-difluoro-phenyl)-3-methyl-2-(2,2,2-trifluoroethyl)-2,3,4,9-tetrahydro-1H-pyrido[3,4-b]indole BrC1=CC(=C(C(=C1)F)[C@@H]1N([C@@H](CC2=C1NC1=CC=CC=C21)C)CC(F)(F)F)F